N,N-dimethyl-4,4-bipyridinium C[N+]1(CC=C(C=C1)C1=CC=[NH+]C=C1)C